2-(furan-2-yl)-5-(3-((4-(3-(morpholinosulfonyl)pyridin-4-yl)piperazin-1-yl)methyl)piperidine-1-yl)-[1,2,4]triazolo[1,5-a][1,3,5]triazine-7-amine O1C(=CC=C1)C1=NN2C(N=C(N=C2N)N2CC(CCC2)CN2CCN(CC2)C2=C(C=NC=C2)S(=O)(=O)N2CCOCC2)=N1